(3-(2-(dimethylamino) ethyl)-1H-indol-4-yl) phosphate P(=O)(OC1=C2C(=CNC2=CC=C1)CCN(C)C)([O-])[O-]